1-(3-chlorophenyl)-3-[1-[2-(2,2-difluoroethoxy)pyridin-4-yl]-2-hydroxyethyl]urea ClC=1C=C(C=CC1)NC(=O)NC(CO)C1=CC(=NC=C1)OCC(F)F